tert-butyl-3-iodo-4-methyl-2-[4-(trifluoromethyl)phenyl]-6,7-dihydropyrazolo[1,5-a]pyrazine C(C)(C)(C)C1N=C(C=2N(C1)N=C(C2I)C2=CC=C(C=C2)C(F)(F)F)C